N1=C(C=CC=C1)C=1C=NC=CC1 2,3'-bipyridyl